Bis(salicyl)fumarat C(C=1C(O)=CC=CC1)\C(=C(/C(=O)[O-])\CC=1C(O)=CC=CC1)\C(=O)[O-]